ClC=1C(=NC=C(C1)Cl)OC1CCC2(C(NC3=CC=C(C(=C23)F)C(=O)NCC)=O)CC1 4-((3,5-dichloropyridin-2-yl)oxy)-N-ethyl-4'-fluoro-2'-oxospiro[cyclohexane-1,3'-indoline]-5'-carboxamide